7-[[4-[[(1S)-2-hydroxy-1-phenyl-ethyl]amino]-5-[5-(trifluoromethyl)-1,3,4-oxadiazol-2-yl]pyrimidin-2-yl]amino]-2-methyl-1,4-dihydroisoquinolin-3-one OC[C@H](C1=CC=CC=C1)NC1=NC(=NC=C1C=1OC(=NN1)C(F)(F)F)NC1=CC=C2CC(N(CC2=C1)C)=O